tert-butyl-4-chloro-6-(2,4-dioxotetrahydropyrimidin-1(2H)-yl)-1H-indole C(C)(C)(C)N1C=CC2=C(C=C(C=C12)N1C(NC(CC1)=O)=O)Cl